ClC=1C=C(C(=O)N)C=CC1C[C@@H](CNC(CC(C1(CC1)C(F)(F)F)C1=NC=C(C=N1)Cl)=O)N(C)C 3-chloro-4-[(2S)-3-[3-(5-chloropyrimidin-2-yl)-3-[1-(trifluoromethyl)cyclopropyl]propanamido]-2-(dimethylamino)propyl]benzamide